magnesium-copper-iron-calcium-silicon-selenium [Se].[Si].[Ca].[Fe].[Cu].[Mg]